1-[4-fluoro-3,5-bis(trifluoromethyl)phenyl]ethan-1-one FC1=C(C=C(C=C1C(F)(F)F)C(C)=O)C(F)(F)F